(Z)-4-ethoxy-4-oxo-but-2-enoic acid C(C)OC(\C=C/C(=O)O)=O